C1(=CC=CC=C1)C=1C=CC=2N(N1)C(=CN2)C=2C=C(C=CC2)CO [3-(6-phenylimidazo[1,2-b]pyridazin-3-yl)phenyl]methanol